2-[(5R)-2-amino-4-chloro-7-[(4-methoxy-3,5-dimethylpyridin-2-yl)methyl]-5H,6H,7H-pyrrolo[2,3-d]pyrimidin-5-yl]acetaldehyde NC=1N=C(C2=C(N1)N(C[C@@H]2CC=O)CC2=NC=C(C(=C2C)OC)C)Cl